6-((3-amino-2-chloro-5,6-difluorophenyl)amino)-5-chloro-3-methylquinazolin-4(3H)-one NC=1C(=C(C(=C(C1)F)F)NC=1C(=C2C(N(C=NC2=CC1)C)=O)Cl)Cl